ClC=1C=CC(=NC1)SC=1C=2N(C=C(C1)C=1C=NN(C1)[C@@H]1CN(CCC1)C(=O)OC(C)(C)C)N=CC2C#N tert-butyl (3S)-3-[4-[4-[(5-chloro-2-pyridyl)sulfanyl]-3-cyano-pyrazolo[1,5-a]pyridin-6-yl]pyrazol-1-yl]piperidine-1-carboxylate